2-(4-Bromophenyl)-2-chloro-N-(4-fluorophenyl)acetamide BrC1=CC=C(C=C1)C(C(=O)NC1=CC=C(C=C1)F)Cl